(2,6-dichlorophenyl)-5-[4-(1,1-dioxo-1,4-thiazine-4-carbonyl)-anilino]oxazole-4-carboxamide ClC1=C(C(=CC=C1)Cl)C=1OC(=C(N1)C(=O)N)NC1=CC=C(C=C1)C(=O)N1C=CS(C=C1)(=O)=O